O1C(NC2=C1C=CC(=C2)C2(NC(=NC=C2C)NC2=CC=C(C=C2)NC2CC1CCC(C2)N1C)N)=O 4-(benzo[d]oxazol-2(3H)-on-5-yl)-N2-(4-(8-methyl-8-azabicyclo[3.2.1]oct-3-ylamino)phenyl)-5-methylpyrimidine-2,4-diamine